5-((dimethylamino)methyl)-N-((4-fluoro-2-isopropyl-6-(pyridin-3-yl)phenyl)carbamoyl)-1-isopropyl-1H-pyrazole-3-sulfonamide CN(C)CC1=CC(=NN1C(C)C)S(=O)(=O)NC(NC1=C(C=C(C=C1C=1C=NC=CC1)F)C(C)C)=O